O=C1NC(C=CN1)=O 2,6-dioxo-1,2,3,6-tetrahydropyrimidine